CC=1N=CC=2N(C1)C=C(N2)CN2C(C1=CN=CC(=C1C=C2)C2=CC=CC=C2)=O 2-((6-methylimidazo[1,2-a]pyrazin-2-yl)methyl)-5-phenyl-2,7-naphthyridin-1(2H)-one